The molecule is a member of the class of morpholines that is 2,6-dimethylmorpholine in which the hydrogen attached to the nitrogen is replaced by a dodecyl group. The configuration at positions 2 and 6 is unknown or unspecified. It has a role as an antifungal agrochemical. It is a member of morpholines and a tertiary amino compound. It contains a dodecyl group. CCCCCCCCCCCCN1CC(OC(C1)C)C